octadec-6,9-diene CCCCCC=CCC=CCCCCCCCC